methyl (5R)-3-(1-(2-((S)-2,2-dicyclopropyl-1-(1-ethyl-1H-pyrazole-5-carboxamido)ethyl)imidazo[1,2-b]pyridazin-6-yl)-2-methoxyethyl)-2-oxo-5-(trifluoromethyl)piperidine-3-carboxylate C1(CC1)C([C@H](NC(=O)C1=CC=NN1CC)C=1N=C2N(N=C(C=C2)C(COC)C2(C(NC[C@@H](C2)C(F)(F)F)=O)C(=O)OC)C1)C1CC1